CC1=C(C(=NO1)C)N(C=1C=C2CCC[C@H](C2=CC1)CNC=1C=NC=CC1C(=O)O)C 3-({[(1R)-6-[(dimethyl-1,2-oxazol-4-yl)(methyl)amino]-1,2,3,4-tetrahydronaphthalen-1-yl]methyl}amino)pyridine-4-carboxylic acid